2,2,2-trichloro-N-(2-methoxyethyl)-((4-methyl-3-oxoquinuclidin-2-yl)methyl)acetamide 2,2,2-trifluoroacetate FC(C(=O)O)(F)F.ClC(C(=O)N(CCOC)CC1N2CCC(C1=O)(CC2)C)(Cl)Cl